3-(5-(2-(5-(azepan-1-ylmethyl)thiazol-2-yl)ethyl)-2-methyl-4-oxoquinazolin-3(4H)-yl)piperidine-2,6-dione N1(CCCCCC1)CC1=CN=C(S1)CCC1=C2C(N(C(=NC2=CC=C1)C)C1C(NC(CC1)=O)=O)=O